C12C(C3CC(CC(C1)C3)C2)CC(=O)NCCN2CCN(CC2)C(CCCC2=CC(=CC=C2)C2=NC=3N(C(=C2)N2CCN(CC2)CCO)N=C(C3C3=CC=CC=C3)C)=O 2-(Adamantan-2-yl)-N-(2-(4-(4-(3-(7-(4-(2-hydroxyethyl)piperazin-1-yl)-2-methyl-3-phenylpyrazolo[1,5-a]pyrimidin-5-yl)phenyl)butanoyl)piperazin-1-yl)ethyl)acetamide